COCCOC=1C=C(C(=O)OC)C(=CN1)[N+](=O)[O-] methyl 2-(2-methoxyethoxy)-5-nitroisonicotinate